trans-3-(trimethylsilyl)propenol C[Si](C/C=C/O)(C)C